N1N=NN=C1C(=O)[O-] Tetrazolat